1-(3-difluoromethyl-1-methyl-1H-pyrazol-4-yl)-2-methyl-1-propanone FC(C1=NN(C=C1C(C(C)C)=O)C)F